O=C1OC=CC1C(=O)[O-] oxofuran-3-carboxylate